ethyl 2-((tert-butoxycarbonyl)amino)-2-((1R,3s,5S)-6,6-difluorobicyclo[3.1.0]hexan-3-yl)acetate C(C)(C)(C)OC(=O)NC(C(=O)OCC)C1C[C@H]2C([C@H]2C1)(F)F